(E)-N-(2-benzoyl-3-phenylallyl)-4-fluorobenzenesulfonamide C(C1=CC=CC=C1)(=O)\C(\CNS(=O)(=O)C1=CC=C(C=C1)F)=C\C1=CC=CC=C1